C12CN(CC(CC1)N2)C2=NC(=NC1=C(C(=CC=C21)C2=CC(=CC1=CC=CC=C21)O)F)OC[C@H]2[C@H](CC2)N(C)C 4-(4-(3,8-diazabicyclo[3.2.1]octan-3-yl)-2-((cis-2-(dimethylamino)cyclobutyl)methoxy)-8-fluoroquinazolin-7-yl)naphthalen-2-ol